BrC1=C(N(N=C1)C)C=1C=C(C=CC1OC)NC(=O)NC1=C(C=C(C=C1)F)F 1-[3-(4-Bromo-2-methyl-2H-pyrazol-3-yl)-4-methoxy-phenyl]-3-(2,4-difluoro-phenyl)-urea